6,7-dichloro-3-(pyrazin-2-ylmethyl)-1,3,4,9-tetrahydro-[1,2,6]thiadiazino[4,3-g]indole 2,2-dioxide ClC=1C=2C(=CNC2C2=C(C1)CN(S(N2)(=O)=O)CC2=NC=CN=C2)Cl